7-(5-(1-(trans-4-(hydroxymethyl)cyclohexyl)-1H-1,2,3-triazol-4-yl)-4-(isopropylamino)pyridin-2-yl)pyrrolo[1,2-b]pyridazine-3-carbonitrile OC[C@@H]1CC[C@H](CC1)N1N=NC(=C1)C=1C(=CC(=NC1)C1=CC=C2N1N=CC(=C2)C#N)NC(C)C